ClC=1C=C(C=CC1Cl)N1CC(N(CC1)C(=O)C1=CC(NC2=CC=CC=C12)=O)C(=O)N1CCC(CC1)=O 4-(4-(3,4-dichlorophenyl)-2-(4-oxopiperidine-1-carbonyl)piperazine-1-carbonyl)quinoline-2(1H)-one